FC1(C[C@H](N(C1)CC(N1CCN(CC1)C1=NC=C(C=N1)C(F)(F)F)=O)C=1C=C(C(NN1)=O)C(F)(F)F)F (S)-6-(4,4-difluoro-1-(2-oxo-2-(4-(5-(trifluoromethyl)pyrimidin-2-yl)piperazin-1-yl)ethyl)pyrrolidin-2-yl)-4-(trifluoromethyl)pyridazin-3(2H)-one